CN1N=C(C(=C1C(F)(F)F)S(=O)(=O)N1CCC(CC1)C=1C(=C(C=2N(C1)N=CN2)F)C)C 6-(1-((1,3-dimethyl-5-(trifluoromethyl)-1H-pyrazol-4-yl)sulfonyl)piperidin-4-yl)-8-fluoro-7-methyl-[1,2,4]triazolo[1,5-a]pyridine